COC(=O)C=1C=C(N(C1)C)C1=CC=C(C=N1)C1CCN(CC1)C(=O)OC(C)(C)C tert-butyl 4-{6-[4-(methoxycarbonyl)-1-methylpyrrol-2-yl]pyridin-3-yl}piperidine-1-carboxylate